COC1(C(N(C2=CC=3C(=NN=C(C3C=C21)C)N[C@H](C)C2=C(C(=CC(=C2)F)C(CO)(F)F)C)C)=O)C 3-methoxy-1,3,5-trimethyl-8-[[(1R)-1-[3-(1,1-difluoro-2-hydroxy-ethyl)-5-fluoro-2-methyl-phenyl]ethyl]amino]pyrrolo[2,3-g]phthalazin-2-one